[Cl-].[Cl-].C1(=CC=CC=C1)P(C1=CC=CC=C1)[C-]1C=CC=C1.[C-]1(C=CC=C1)P(C1=CC=CC=C1)C1=CC=CC=C1.[Fe+2].[Pd+2] palladium (II) bis(diphenylphosphino)ferrocene dichloride